FC1(CCC(CC1)C1=NC=CC(=C1NC(=O)C=1C=NC(=NC1)C(C)C)C1=NC=CC=C1)F N-(2'-(4,4-difluorocyclohexyl)-[2,4'-bipyridine]-3'-yl)-2-isopropylpyrimidine-5-carboxamide